propargyl-ammonium iodide salt [I-].C(C#C)[NH3+]